CC1(C(=C(C(=C1)C)C)C)[Zr](N(CC)CC)(N(CC)CC)N(CC)CC (1,2,3,4-tetramethylcyclopentadienyl)tris(diethylamino)zirconium